cyclohexylidenebis(2-oxazoline) C1(CCCCC1)(C=1OCCN1)C=1OCCN1